NC1CN(CCC1)C(=O)C=1C=C2OCCN3C(=NC(C1)=C32)C=3N(C2=CC=CC=C2C3)CC3COC3 (3-aminopiperidin-1-yl)(2-(1-(oxetan-3-ylmethyl)-1H-indol-2-yl)-3,4-dihydro-5-oxa-1,2a-diazaacenaphthylen-7-yl)methanone